9-butyl-3-(2-methylpyrazolo[1,5-a]pyrimidin-7-yl)-9H-carbazole C(CCC)N1C2=CC=CC=C2C=2C=C(C=CC12)C1=CC=NC=2N1N=C(C2)C